C(#N)C1(CC1)C1=NC(=CC(=C1)C(=O)NC(C)C1=NC=CN=C1C1=NC=C(C=C1)C#N)C(F)(F)F 2-(1-cyanocyclopropyl)-N-[1-[3-(5-cyano-2-pyridinyl)pyrazin-2-yl]ethyl]-6-(trifluoromethyl)pyridine-4-carboxamide